C[C@@H](CC1=CC(=C(C=C1)O)OC)[C@H](C)CC2=CC(=C(C(=C2)OC)O)O The molecule is a lignan that is 2,3-dimethylbutane substituted by a 4-hydroxy-3-methoxyphenyl group a position 4 and a 3,4-dihydroxy-5-methoxyphenyl group at position 1. It has been isolated from the bark of Machilus robusta. It has a role as a plant metabolite. It is a lignan, a member of catechols and a member of guaiacols.